4-[5-(1-ethyl-3-methyl-1H-pyrazol-5-yl)-4H-1,2,4-triazol-3-yl]-1-{[(2R)-1-propylpyrrolidin-2-yl]methyl}-1H-indazole-6-carboxamide C(C)N1N=C(C=C1C=1NC(=NN1)C1=C2C=NN(C2=CC(=C1)C(=O)N)C[C@@H]1N(CCC1)CCC)C